BrC=1C(=C(C(=C2C=CC=CC12)C1=CC=CC2=CC=CC=C12)O)Br dibromo-1,1'-binaphthol